C(N)(=N)C=1C=C(SC1)[C@@H](C)NC(=O)[C@H]1N(C[C@H](C1)COC)C(CNC(C1=CC=C(C=C1)OC1=CC=C(C=C1)F)=O)=O |o1:16| (2S,4S*)-N-((R)-1-(4-carbamimidoylthiophen-2-yl)ethyl)-1-((4-(4-fluorophenoxy)benzoyl)glycyl)-4-(methoxymethyl)pyrrolidine-2-carboxamide